6-(1-((2,3-dihydrobenzofuran-5-yl-2,2,3,3-d4)sulfonyl)piperidin-4-yl)-7-methoxy-[1,2,4]triazolo[1,5-a]pyridine O1C(C(C2=C1C=CC(=C2)S(=O)(=O)N2CCC(CC2)C=2C(=CC=1N(C2)N=CN1)OC)([2H])[2H])([2H])[2H]